zinc 5,10,15,20-tetrakis(4-carboxyphenyl)porphyrin tert-butyl-(3S)-3-[6-(2-cyano-3,6-difluoro-phenoxy)-4-oxo-quinazolin-3-yl]-1-oxa-8-azaspiro[4.5]decane-8-carboxylate C(C)(C)(C)C1OC2(C[C@@H]1N1C=NC3=CC=C(C=C3C1=O)OC1=C(C(=CC=C1F)F)C#N)CCN(CC2)C(=O)[O-].C(=O)(O)C2=CC=C(C=C2)C=2C1=CC=C(N1)C(=C1C=CC(C(=C3C=CC(=C(C=4C=CC2N4)C4=CC=C(C=C4)C(=O)O)N3)C3=CC=C(C=C3)C(=O)O)=N1)C1=CC=C(C=C1)C(=O)O.[Zn+2].C(C)(C)(C)C1OC3(C[C@@H]1N1C=NC4=CC=C(C=C4C1=O)OC1=C(C(=CC=C1F)F)C#N)CCN(CC3)C(=O)[O-]